C[C@@H]1O[C@@H](CN(C1)C=1C=CC(=NC1)C=1C=NC(=CC1NC1=NC(=CC(=C1)OCCOC)S(=O)(=O)C)NC(C)=O)C N-(5-((cis)-2,6-dimethylmorpholino)-4'-((4-(2-methoxyethoxy)-6-(methylsulfonyl)pyridin-2-yl)amino)-[2,3'-bipyridin]-6'-yl)acetamide